O(C1=CC=CC=C1)CC1=C(C=CC=C1)O (phenoxy)methyl-phenol